[2-[3-ethylsulfonyl-5-(2-pyridyloxy)-2-pyridyl]-1-methyl-benzimidazol-5-yl]-imino-oxo-(trifluoromethyl)-λ6-sulfane C(C)S(=O)(=O)C=1C(=NC=C(C1)OC1=NC=CC=C1)C1=NC2=C(N1C)C=CC(=C2)S(C(F)(F)F)(=O)=N